BrC1C(=CCBr)O1 1,4-dibromo-2-epoxybutene